FC=1C=C(C=C(C1F)O)NC(=O)NCC=1C=C2CN(C(C2=CC1)=O)C1C(NC(CC1)=O)=O 1-(3,4-difluoro-5-hydroxyphenyl)-3-((2-(2,6-dioxopiperidin-3-yl)-1-oxoisoindolin-5-yl)methyl)urea